CC1=C(C(=CC(=C1)C)C)C=1C(C(C(C1OC)C1=C(C=C(C=C1C)C)C)CC(C)=NOC)=O 2-(2,4,6-trimethylphenyl)(mesityl)-3-methoxy-5-{2-(methoxyimino)propyl}cyclopent-2-enone